3-Bromo-1-cyclobutyl-1H-pyrazolo[3,4-d]pyrimidin-4-amine BrC1=NN(C2=NC=NC(=C21)N)C2CCC2